(S)-2-{[7-(2-chloro-6-fluorobenzyloxy)benzo[d][1,3]Dioxol-4-yl]Methylamino}propionamide ClC1=C(COC2=CC=C(C3=C2OCO3)CN[C@H](C(=O)N)C)C(=CC=C1)F